((1S,3R)-3-(2-acetyl-3-methoxy-4-methylphenoxy)cyclopentyl)carbamic acid tert-butyl ester C(C)(C)(C)OC(N[C@@H]1C[C@@H](CC1)OC1=C(C(=C(C=C1)C)OC)C(C)=O)=O